5-[[2-(2-cyclopentyl-5-methyl-1-piperidyl)-2-oxo-acetyl]amino]-2-methoxy-pyridine-3-carboxamide C1(CCCC1)C1N(CC(CC1)C)C(C(=O)NC=1C=C(C(=NC1)OC)C(=O)N)=O